NC1=NC(=NC2=C(C(=C(C=C12)OC)OC)F)C=1CCN(CC1)C(C[C@H]1N[C@H]2CCCC[C@H]2C1)=O 1-(4-(4-amino-8-fluoro-6,7-dimethoxyquinazolin-2-yl)-3,6-dihydropyridin-1(2H)-yl)-2-((2S,3aS,7aS)-octahydro-1H-indol-2-yl)ethan-1-one